CCCCCCCCCCCCCCCCCCCC(=O)O[C@H](COC(=O)CCCCCCCCCCCCCCCCC)COP(=O)([O-])OCC[N+](C)(C)C The molecule is a phosphatidylcholine 38:0 in which the acyl groups specified at positions 1 and 2 are octadecanoyl and eicosanoyl respectively. It derives from an icosanoic acid and an octadecanoic acid.